N1=C(C=C2COCCN21)N\C(\C)=C\2/C(NC1=CC=C(C=C21)C=2C=NC=CC2C)=O (Z)-3-(1-((6,7-Dihydro-4H-pyrazolo[5,1-c][1,4]oxazin-2-yl)amino)ethylidene)-5-(4-methylpyridin-3-yl)indolin-2-one